8-bromo-6-fluoro-5-(fluoromethoxy-d2)-4-iodoisoquinoline BrC=1C=C(C(=C2C(=CN=CC12)I)OC([2H])([2H])F)F